tert-Butyl 3-(3,5-difluorophenyl)-2,7-dimethyl-2,4,5,7-tetrahydro-6H-pyrazolo[3,4-c]pyridine-6-carboxylate FC=1C=C(C=C(C1)F)C=1N(N=C2C(N(CCC21)C(=O)OC(C)(C)C)C)C